CC(C(=O)OCCNC(=O)OCCOC1=C(C=C2C3(CC(OC2=C1)=O)C(OC1=C3C=C(C(=C1)OCCOC(NCCOC(C(=C)C)=O)=O)CC)=O)CC)=C 2-[2-[5,6'-diethyl-6-[2-[2-(2-methylprop-2-enoyloxy)ethylcarbamoyloxy]ethoxy]-2,2'-dioxo-spiro[benzofuran-3,4'-chromane]-7'-yl]oxy ethoxy carbonylamino]ethyl 2-methylprop-2-enoate